2-aminopyrimidine-4-carbonitrile NC1=NC=CC(=N1)C#N